C(C1=CC=CC=C1)C1(CC2C(CN(C2)CC(=O)C=2C=CC(=NC2)NC(C(C)(C)C)=O)C1)O N-(5-(2-(5-benzyl-5-hydroxyhexahydrocyclopenta[c]pyrrol-2(1H)-yl)acetyl)pyridin-2-yl)pivalamide